C1(=CC=CC=C1)P(C1=C(C2=CC=CC=C2C=C1)C1=C(C=CC2=CC=CC=C12)P(C1=CC=CC=C1)C1=CC=CC=C1)C1=CC=CC=C1 (R)-2,2'-bis(diphenylphosphanyl)-1,1-binaphthalene